[N+](=O)([O-])C=1N(C=CN1)CCN 2-(2-nitroimidazol-1-yl)ethanamine